2-(4-(4-chlorophenyl)-2,3,9-trimethyl-6H-isoxazolo[5,4-c]thieno[2,3-e]azepin-6-yl)acetamide ClC1=CC=C(C=C1)C=1C2=C(C3=C(C(N1)CC(=O)N)ON=C3C)SC(=C2C)C